CC1(OB(OC1(C)C)C1=CN(C=C1)C1CCN(CC1)C(=O)OC(C)(C)C)C tert-butyl 4-[3-(4,4,5,5-tetramethyl-1,3,2-dioxaborolan-2-yl)pyrrol-1-yl]piperidine-1-carboxylate